CC1([C@@]2(C(CC1CC2)=O)CS(=O)(=O)O[C@@H]2[C@H](N(C2)C(C2=CC=CC=C2)C2=CC=CC=C2)C)C (2R,3S)-1-benzhydryl-2-methylazetidin-3-ol ((1S)-7,7-dimethyl-2-oxobicyclo[2.2.1]Hept-1-yl)methanesulfonate